2-((tert-butoxycarbonyl)amino)ethyl 3-(3-(3-fluoro-5-(imidazo[1,2-a]pyridine-3-carboxamido)-4-methylphenyl)-1,2,4-oxadiazol-5-yl)azetidine-1-carboxylate FC=1C=C(C=C(C1C)NC(=O)C1=CN=C2N1C=CC=C2)C2=NOC(=N2)C2CN(C2)C(=O)OCCNC(=O)OC(C)(C)C